C1=C(C=CC=2C3=CC=CC=C3C3=CC=CC=C3C12)C=1C=C(C=CC1)C1=CC=CC2=C1SC1=C2C=CC=C1 4-(3-(triphenylene-2-yl)phenyl)-dibenzothiophene